CN1[C@H](CCC1)COC1=C(C(=O)O)C=CC=N1 ((R-1-methylpyrrolidin-2-yl)methoxy)nicotinic acid